NC1=C(C=CC=C1)NC(=O)C1=CC=C(CNC(OCC=2C=NC=CC2)=O)C=C1 Pyridin-3-ylmethyl (4-((2-aminophenyl)carbamoyl)benzyl)carbamate